3-(1-oxo-5-(4-(pyrrolidin-1-ylmethyl)-6,7-dihydro-5H-cyclopenta[b]pyridin-2-yl)isoindolin-2-yl)piperidine-2,6-dione O=C1N(CC2=CC(=CC=C12)C1=CC(=C2C(=N1)CCC2)CN2CCCC2)C2C(NC(CC2)=O)=O